NC1=C(C(=NC=2N1N=C(C2)C2CC2)C)C=O 7-AMINO-2-CYCLOPROPYL-5-METHYL-PYRAZOLO[1,5-A]PYRIMIDINE-6-CARBALDEHYDE